1-phenyl-1-(2-fluorophenyl)-2-propen-1-ol C1(=CC=CC=C1)C(C=C)(O)C1=C(C=CC=C1)F